2-[(2E)-2-(aminomethyl)-3-fluoroprop-2-en-1-yl]-4-({5-[1-(propan-2-yl)-1H-pyrazol-5-yl]thiophen-2-yl}methyl)-2,4-dihydro-3H-1,2,4-triazol-3-one NC/C(/CN1N=CN(C1=O)CC=1SC(=CC1)C1=CC=NN1C(C)C)=C\F